C1(CC1)C=1C=CC=2N(C1)C=C(N2)CNC2=NC=CC(=N2)C2(CC2)C(=O)NC ((6-cyclopropylimidazo[1,2-a]pyridin-2-ylmethyl-amino)pyrimidin-4-yl)-N-methylcyclopropane-1-carboxamide